C(C=C)(=O)N1C[C@H](O[C@@H](C1)C(F)(F)F)C1=CC(=NC(=C1)Cl)C1=CC(=NC(=C1)F)C(=O)NC trans-4-(4-acryloyl-6-(trifluoromethyl)morpholin-2-yl)-6-chloro-6'-fluoro-N-methyl-[2,4'-bipyridine]-2'-carboxamide